(S)-tert-butyl (4-((tert-butyldiphenylsilyl)oxy)-1-hydroxybutan-2-yl)carbamate [Si](C1=CC=CC=C1)(C1=CC=CC=C1)(C(C)(C)C)OCC[C@@H](CO)NC(OC(C)(C)C)=O